N(=O)CN=NCCCC(=O)C=1C=NC=CC1 4-(N-nitrosomethylazo)-1-(3-pyridinyl)-1-butanone